N-[4-chloro-6-(2-methylphenoxy)-5-(1,1,2,2,2-pentafluoroethyl)pyrimidin-2-yl]-1-methyl-pyrazole-4-sulfonamide ClC1=NC(=NC(=C1C(C(F)(F)F)(F)F)OC1=C(C=CC=C1)C)NS(=O)(=O)C=1C=NN(C1)C